6-acetyl-2,2,4-trimethyl-8-(6-methyl-7-oxo-6,7-dihydro-1H-pyrrolo[2,3-c]pyridin-4-yl)-2H-1,4-benzoxazin-3(4H)-one C(C)(=O)C=1C=C(C2=C(N(C(C(O2)(C)C)=O)C)C1)C=1C2=C(C(N(C1)C)=O)NC=C2